{5-[(Piperazin-1-yl)methyl]-1,3-dihydro-2H-isoindol-2-yl}methanone N1(CCNCC1)CC=1C=C2CN(CC2=CC1)C=O